4-(N-methyl-N-(3-(N-butyl-L-methionyl-amino)-4-methoxyphenyl)-amino)coumarin 2-((4-azido-6-chloro-5-methylpyridazin-3-yl)amino)-8-azabicyclo[3.2.1]octane-8-carboxylate N(=[N+]=[N-])C1=C(N=NC(=C1C)Cl)NC1C2CCC(CC1)N2C(=O)O.CN(C2=CC(=C(C=C2)OC)NC([C@@H](NCCCC)CCSC)=O)C2=CC(OC1=CC=CC=C21)=O